CC1CNCCC1 3-methyl-Piperidine